1-Methyl-2-(6-trifluoromethoxy-benzothiazol-2-ylamino)-1H-benzoimidazole-5-carboxylic acid (2-morpholin-4-yl-ethyl)-amide N1(CCOCC1)CCNC(=O)C1=CC2=C(N(C(=N2)NC=2SC3=C(N2)C=CC(=C3)OC(F)(F)F)C)C=C1